(3R,6S)-5-(4-chloropyridin-2-yl)-7-(difluoromethoxy)-2-methyl-3,6-dihydro-3,6-methanobenzo[c]azocin-1(2H)-one ClC1=CC(=NC=C1)C=1[C@H]2C3=C(C(N([C@@H](C1)C2)C)=O)C=CC=C3OC(F)F